3-(2H-1,3-benzodioxol-5-yl)-1-([4-(2-hydroxypropan-2-yl)furan-2-yl]sulfonyl)urea O1COC2=C1C=CC(=C2)NC(NS(=O)(=O)C=2OC=C(C2)C(C)(C)O)=O